C(CCCCCCCCCCCCCC)C1=CC2=C(N=[13C](O2)C2=CC=CC=C2)C=C1 6-pentadecyl-2-phenylbenzoxazole-13C